1'-(4-chloro-3-fluorophenyl)-1',2',4,5-tetrahydro-2H-spiro[furan-3,3'-pyrrolo[3,2-b]pyridine]-5'-carboxamide ClC1=C(C=C(C=C1)N1CC2(C3=NC(=CC=C31)C(=O)N)COCC2)F